NCCCCCNC=O 5-aminopentylformamide